(4-hydroxybenzoyl)-4-nitro-3-(piperidin-1-yl)benzenesulfonohydrazide OC1=CC=C(C(=O)C2=C(C=CC(=C2N2CCCCC2)[N+](=O)[O-])S(=O)(=O)NN)C=C1